FC=1C=C2C=NN(C2=CC1C1=NC=CC2=C1C=NN2CC(=O)OCC)C ethyl 2-[4-(5-fluoro-1-methylindazol-6-yl)pyrazolo[4,3-c]pyridin-1-yl]acetate